COC(C1=CC(=NC=C1C1(CC1)C#N)NC1CCN(CC1)C(=O)OC(C)(C)C)=O 2-((1-(tert-Butoxycarbonyl)piperidin-4-yl)amino)-5-(1-cyanocyclopropyl)isonicotinic acid methyl ester